COC(C1=NC(=C(C=C1C)C#N)Cl)=O.C(#N)[C@H](CC1=CC=C(C=C1)C=1C=CC2=C(C3(OC2=O)CN(C3)C)C1)NC(=O)[C@H]1OCCCCNC1 (2S)-N-[(1S)-1-cyano-2-(4-{1-methyl-3'-oxospiro[azetidine-3,1'-[2]benzofuran]-6'-yl}phenyl)ethyl]-1,4-oxazocane-2-carboxamide Methyl-6-chloro-5-cyano-3-methylpicolinate